3-(2,5-Dimethyl-1H-pyrrol-1-yl)-6-(pyrrolidin-1-yl)-N-(3,3,3-trifluoro-2-hydroxy-2-methylpropyl)-5-(trifluoromethyl)picolinamide CC=1N(C(=CC1)C)C=1C(=NC(=C(C1)C(F)(F)F)N1CCCC1)C(=O)NCC(C(F)(F)F)(C)O